Racemic-tert-butyl-1-(4-(6-amino-5-(methoxycarbonyl)pyridin-3-yl)phenyl)-3-aza-bicyclo[3.1.0]hexane-3-carboxylate C(C)(C)(C)OC(=O)N1CC2(CC2C1)C1=CC=C(C=C1)C=1C=NC(=C(C1)C(=O)OC)N